C1(CC1)C=1SC(=CN1)C1=CC(=NC=C1)NC[C@@H]1CC[C@H](CC1)C1=CC=C(C(=N1)C#N)OC 6-(trans-4-(((4-(2-Cyclopropylthiazol-5-yl)pyridin-2-yl)amino)methyl)cyclohexyl)-3-methoxypicolinonitrile